Methyl (2S)-2-[[4-amino-2-(octanoylamino)-4-oxo-butyl]-benzyloxycarbonyl-amino]propanoate NC(CC(CN([C@H](C(=O)OC)C)C(=O)OCC1=CC=CC=C1)NC(CCCCCCC)=O)=O